NC1=NN2C(C=CC(=C2)C=2C=C(C(=NC2)OC)NC(=O)N2OCC[C@H]2C2=CC(=CC(=C2)F)F)=N1 (S)-N-(5-(2-amino-[1,2,4]triazolo[1,5-a]pyridin-6-yl)-2-methoxypyridin-3-yl)-3-(3,5-difluorophenyl)isoxazolidine-2-carboxamide